O1N=CN=C1C[C@@]12C[C@H](N([C@H]2C1)C(CNC(=O)C=1C=CC=2C(C3=CC=CC=C3C2C1)(F)F)=O)C(=O)OCC1=CC=CC=C1 benzyl (1S,3S,5S)-5-((1,2,4-oxadiazol-5-yl)methyl)-2-((9,9-difluoro-9H-fluorene-3-carbonyl)glycyl)-2-azabicyclo[3.1.0]hexane-3-carboxylate